BrC1=C(C=O)C=CC(=C1)OCCOC(C)(C)C 2-bromo-4-(2-(tert-butoxy)ethoxy)benzaldehyde